FC=1C=C(NC=2OC[C@](CN2)(F)CO)C=C(C1OC1=C2C(=NC=C1)NC=C2C2(COC2)OC)F |r| (+/-)-[2-(3,5-difluoro-4-{[3-(3-methoxyoxetan-3-yl)-1H-pyrrolo[2,3-b]pyridin-4-yl]oxy}anilino)-5-fluoro-5,6-dihydro-4H-1,3-oxazin-5-yl]methanol